C1(CC1)C=1N=NN(C1)[C@H](C(=O)N1[C@@H](C[C@H](C1)O)C(=O)NCC1=CC=C(C=C1)N(C(=O)C1=CC=NC=C1)C)C(C)(C)C N-[4-[[[(2S,4R)-1-[(2S)-2-(4-cyclopropyltriazol-1-yl)-3,3-dimethyl-butanoyl]-4-hydroxy-pyrrolidine-2-carbonyl]amino]methyl]phenyl]-N-methyl-pyridine-4-carboxamide